COC(=O)[C@@H]1C(=C([C@H]1C1=C(C=CC=C1)C)C1=CC=CC=C1)C1(SCCCS1)C1=CC(=NC=C1)Cl Trans-2-(2-(2-chloropyridin-4-yl)-1,3-dithian-2-yl)-3-phenyl-4-(o-tolyl)cyclobut-2-ene-1-carboxylic acid methyl ester